CC=1SC=C(N1)C(=O)N1CCC(CC1)C(=O)N1N=CCC1C1=CC=CC=C1 (2-methylthiazol-4-yl)(4-(5-phenyl-4,5-dihydro-1H-pyrazole-1-carbonyl)piperidin-1-yl)methanone